COC(C1=CC=C(C=C1)C#CC1=C(C=CC=C1)NC=1C(C2=CC=CC=C2C(C1)=O)=O)=O.ClC1=CC(=C(C=C1)NC=1C(C2=CC=CC=C2C(C1)=O)=O)C#CC1=CC=CC=C1 2-((4-chloro-2-(phenylethynyl)phenyl)amino)naphthalene-1,4-dione methyl-4-((2-((1,4-dioxo-1,4-dihydronaphthalen-2-yl)amino)phenyl)ethynyl)benzoate